(3-octyl)heptamethyltrisiloxane CCC(CCCCC)[Si](O[Si](O[Si](C)(C)C)(C)C)(C)C